The molecule is the simplest silane, consisting of a single silicon atom carrying four hydrogens. It is a member of silanes and a mononuclear parent hydride. [SiH4]